benzyl (2S,3R,3aS,6aR)-2-(((tert-butyldimethylsilyl)oxy)methyl)-3-hydroxyhexahydrocyclopenta[b]pyrrole-1(2H)-carboxylate [Si](C)(C)(C(C)(C)C)OC[C@H]1[C@@H]([C@@H]2[C@H](N1C(=O)OCC1=CC=CC=C1)CCC2)O